ClCC(=O)C1N(CCCC1)C(=O)OCC1=CC=CC=C1 Benzyl 2-(2-chloroacetyl)piperidine-1-carboxylate